6-Chloro-7-methoxy-1-methyl-4-[4-(5-methyl-1,3-benzooxazol-2-yl)piperidin-1-yl]-2-oxo-1,2-dihydro-quinoline-3-carbonitrile ClC=1C=C2C(=C(C(N(C2=CC1OC)C)=O)C#N)N1CCC(CC1)C=1OC2=C(N1)C=C(C=C2)C